hexadecane-4,7-diol CCCC(CCC(CCCCCCCCC)O)O